C(C)(=O)NNC(=O)C12CCCC(N1C(=O)OC(C)(C)C)C2 tert-butyl 1-(acetamidocarbamoyl)-6-azabicyclo[3.1.1]heptane-6-carboxylate